Methyl 6,6-dimethyl-2-oxo-1,2,5,6,7,8-hexahydroquinoline-3-carboxylate CC1(CC=2C=C(C(NC2CC1)=O)C(=O)OC)C